Cyanomethyl 4-(4-(dimethylamino)phenyl)-2-(pent-4-enamidomethyl)thiazole-5-carboxylate CN(C1=CC=C(C=C1)C=1N=C(SC1C(=O)OCC#N)CNC(CCC=C)=O)C